aluminum dihydrogen monophosphite P(O)(O)[O-].[Al+3].P(O)(O)[O-].P(O)(O)[O-]